CN(C(=O)C1=CC2=C(N(C(=N2)C2=CC(=NC3=CC=CC=C23)C=2N(C=NC2)C)C2=CC3=C(NC(N3)=O)C=C2)C=C1)C N,N-dimethyl-2-[2-(3-methylimidazol-4-yl)-4-quinolinyl]-1-(2-oxo-1,3-dihydrobenzimidazol-5-yl)benzimidazole-5-carboxamide